C(C#C)OCCOCCO 2-(2-Prop-2-ynyloxy-ethoxy)-ethanol